4-((1S,4R,5R)-5-((5-cyclopropyl-3-(2,6-dichlorophenyl)isoxazol-4-yl)methoxy)-3-oxo-2-azabicyclo[2.2.1]heptan-2-yl)-N-(((1R,2R)-2-hydroxycyclopentyl)sulfonyl)benzamide C1(CC1)C1=C(C(=NO1)C1=C(C=CC=C1Cl)Cl)CO[C@H]1[C@@H]2C(N([C@H](C1)C2)C2=CC=C(C(=O)NS(=O)(=O)[C@H]1[C@@H](CCC1)O)C=C2)=O